3-((1-(3-bromophenyl)-3,3-difluorocyclobutyl)chloromethyl)-4-methyl-4H-1,2,4-triazole BrC=1C=C(C=CC1)C1(CC(C1)(F)F)C(C1=NN=CN1C)Cl